N(=O)[O-].[Dy+3].N(=O)[O-].N(=O)[O-] dysprosium(III) nitrite